(R)-5-(8-Methoxy-[1,2,4]triazolo[1,5-a]pyridin-6-yl)-6-methyl-1-(1-(tetrahydro-2H-pyran-4-yl)piperidin-3-yl)-1,3-dihydro-2H-benzo[d]imidazol-2-on COC=1C=2N(C=C(C1)C1=CC3=C(N(C(N3)=O)[C@H]3CN(CCC3)C3CCOCC3)C=C1C)N=CN2